ClC=1C=C2[C@@H]([C@@H](COC2=CC1F)NS(=O)(=O)C1=CC(=C(N1)C)C(=O)OCC)O Ethyl 5-(N-((3R,4S)-6-chloro-7-fluoro-4-hydroxychroman-3-yl)sulfamoyl)-2-methyl-1H-pyrrole-3-carboxylate